BrC=1C(N(C(=CC1OCC1=COC=C1)C)C1=C(C=CC=C1OCC1=COC=C1)F)=O 3-bromo-1-[2-fluoro-6-(3-furylmethoxy)phenyl]-4-(3-furylmethoxy)-6-methylpyridin-2(1H)-one